N1(CCCCCC1)CCN1C2=C(OCC1=O)C=CC(=C2)CCC 4-(2-(azepan-1-yl)ethyl)-6-propyl-2H-benzo[b][1,4]oxazin-3(4H)-one